C(CCC)C1=C(C(=NN1CC)CC)O Butyl-1,3-diethyl-4-hydroxy-pyrazol